pentylene glycol glycidyl ether C(C1CO1)OCCCCCO